C[C@]12[C@H]3CC[C@@]4([C@H](CC[C@H]4[C@@H]3CC=C2C[C@H](CC1)O)[C@H](C)CCC1=NC(=NC=C1)C)C (3S,8S,9S,10R,13R,14S,17R)-10,13-dimethyl-17-((R)-4-(2-methylpyrimidin-4-yl)butan-2-yl)-2,3,4,7,8,9,10,11,12,13,14,15,16,17-tetradecahydro-1H-cyclopenta[a]phenanthren-3-ol